C(C=C)N1C(N(C(N(C1=O)CC=C)=O)CC=C)=O Triallyl-s-triazin-2,4,6(1H,3H,5H)-trion